[K+].C(C(=O)[O-])(=O)[O-].[K+] oxalic acid potassium salt